CC12CC3(CC(CC(C1)(C3)C)C2)NC(CCS(=O)(=O)O)C 3-(3,5-dimethyl-1-adamantyl)aminobutane-1-sulfonic acid